NC1=C(C=C(CCN2[C@H](O[C@@H](C2)C)C=2C(=NN(C2)C2=CC=C(C=C2)Br)C2=CC=C(C=C2)F)C=C1)Cl (2R,5R)-3-(4-Amino-3-chlorophenethyl)-2-(1-(4-bromophenyl)-3-(4-fluorophenyl)-1H-pyrazol-4-yl)-5-methyloxazolidine